FC(C(=O)O)(F)F.N1CCC2(CC1)OCCC1=C2C=CS1 spiro[6,7-dihydrothieno[3,2-c]pyran-4,4'-piperidine] (trifluoroacetate)